methylthioallyl alcohol CSC=CCO